CC1=C(C(=C(C1([Hf]C=1CC=2C=CC3=C(C2C1CC(C)C)C=CC=C3)C)C)C)C pentamethylcyclopentadienyl(1-isobutyl-benz[e]indenyl)hafnium